3-chloro-2-hydroxypropyl-lauryl-dimethylammonium chloride [Cl-].ClCC(C[N+](C)(C)CCCCCCCCCCCC)O